3'-O-allyloxymethyl-5-[3-(2,2,2-trifluoroacetamido)-allyl]-2'-deoxyuridine C(C=C)OCO[C@H]1C[C@@H](O[C@@H]1CO)N1C(=O)NC(=O)C(=C1)CC=CNC(C(F)(F)F)=O